C1(=CC=CC=C1)C=1N=C(N=NC1C1=CC=CC=C1)S 5,6-diphenyl-[1,2,4]triazine-3-thiol